BrCC=1N(N=C(C1I)C)C 3-(bromomethyl)-4-iodo-2,5-dimethyl-pyrazole